ClC1=C(C=O)C=CC(=C1Cl)OC 2,3-dichloro-4-methoxybenzaldehyde